O1COC2=C1C=CC(=C2)C=2CC(=C1N(N2)C=CC(=N1)C1CC1)C1=CC2=C(OCO2)C=C1 7,9-bis(benzo[d][1,3]dioxol-5-yl)-2-cyclopropyl-8H-pyrimido[1,2-b]pyridazine